CCCCCCCCCCCCCCCCCCCC(=O)OC[C@H](COP(=O)(O)O)OC(=O)CCC/C=C\\C/C=C\\C/C=C\\C/C=C\\CCCCC The molecule is a 1-acyl-2-arachidonoyl-sn-glycero-3-phosphate in which the 1-acyl group is specified as icosanoyl (arachidoyl). It derives from an icosanoic acid. It is a conjugate acid of a 1-icosanoyl-2-arachidonoyl-sn-glycero-3-phosphate(2-).